[[(benzyloxy)carbonyl](methyl)amino]-3-methylbutanoic acid C(C1=CC=CC=C1)OC(=O)N(C)C(C(=O)O)C(C)C